(E)-1-(3-hydroxyphenyl)-3-(5-methylthiazol-4-yl)prop-2-en-1-one OC=1C=C(C=CC1)C(\C=C\C=1N=CSC1C)=O